FC1=C(C=CC(=C1)S(=O)(=O)C)C1=NN2C3CCC(OC2=C1C(=O)O)C3 4-(2-fluoro-4-methylsulfonylphenyl)-7-oxa-2,3-diazatricyclo[6.2.1.02,6]undec-3,5-diene-5-carboxylic acid